(R or S)-tert-butyl 1-(2-hydroxyethyl)-6-azaspiro[2.5]octane-6-carboxylate OCC[C@H]1CC12CCN(CC2)C(=O)OC(C)(C)C |o1:3|